Cl.ClC1=CC2=C(C=C3N2C(=NN(C3=O)CC(=O)N[C@H]3CNCCC3)C3CC3)S1 (R)-2-(2-chloro-5-cyclopropyl-8-oxothieno[2',3':4,5]pyrrolo[1,2-d][1,2,4]triazin-7(8H)-yl)-N-(piperidin-3-yl)acetamide hydrochloride